[O-2].[In+3].[Ga+3].[O-2].[O-2] gallium indium oxide